1-(5-(difluoromethoxy)pyridin-3-yl)-3-isopropyl-N-(3-methyl-1,1-dioxidothietan-3-yl)-1H-pyrazolo[3,4-b]pyridine-5-carboxamide FC(OC=1C=C(C=NC1)N1N=C(C=2C1=NC=C(C2)C(=O)NC2(CS(C2)(=O)=O)C)C(C)C)F